2,4-diphenyl-6-(4-(4,4,5,5-tetramethyl-[1,3,2]-dioxaborolan-2-yl)phenyl)-1,3,5-triazine C1(=CC=CC=C1)C1=NC(=NC(=N1)C1=CC=CC=C1)C1=CC=C(C=C1)B1OC(C(O1)(C)C)(C)C